ClC1=C(C=CC=C1)NC=1C=C2C(=CN1)N(N=C2)C=2C=C(SC2)C(=O)O 4-(5-((2-chlorophenyl)amino)-1H-pyrazolo[3,4-c]pyridin-1-yl)thiophene-2-carboxylic acid